2-[(2R)-3-(3,4-Dihydro-1H-isochinolin-2-yl)-2-hydroxy-propyl]-6-pyrrolidin-1-yl-3,4-dihydroisochinolin-1-on C1N(CCC2=CC=CC=C12)C[C@H](CN1C(C2=CC=C(C=C2CC1)N1CCCC1)=O)O